(R)-1-((S)-7-((5-(2-(difluoromethoxy)-1-methyl-1H-imidazol-4-yl)-6-methylpyridin-2-yl)amino)-5-azaspiro[2.4]hept-5-yl)-2-(5-fluoro-2-methoxypyridin-4-yl)propan-1-one FC(OC=1N(C=C(N1)C=1C=CC(=NC1C)N[C@@H]1CN(CC12CC2)C([C@H](C)C2=CC(=NC=C2F)OC)=O)C)F